(3-chlorophenyl)[(4E)-4-{[5-(3-chlorophenyl)-1,3,4-oxadiazol-2-yl]methylidene}-3,3-dimethylpiperidin-1-yl]methanone ClC=1C=C(C=CC1)C(=O)N1CC(/C(/CC1)=C/C=1OC(=NN1)C1=CC(=CC=C1)Cl)(C)C